C1(CCCCC1)(C1=CC=C(N(C2=CC=C(C=C2)C)C2=CC=C(C=C2)C)C=C1)C1=CC=C(N(C2=CC=C(C=C2)C)C2=CC=C(C=C2)C)C=C1 4,4'-cyclohexylidenebis[N,N-bis(4-methyl-phenyl)aniline]